ClC1=C(C=CC=C1Cl)C(C)C1=C(C=CC2=C1NC(=NS2(=O)=O)O)F 5-[1-(2,3-dichlorophenyl)ethyl]-6-fluoro-1,1-dioxo-4H-1,2,4-benzothiadiazin-3-ol